2-methoxy-5-((8-(1-methyl-1H-pyrazol-5-yl)imidazo[1,2-a]pyridin-2-yl)methoxy)isonicotinaldehyde COC=1C=C(C=O)C(=CN1)OCC=1N=C2N(C=CC=C2C2=CC=NN2C)C1